C(C)C1=CC=C(C=C1)S(=O)(=O)C=1C=NC2=CC=C(C=C2C1N1CCN(CC1)C1=CC=CC=C1)OC(F)(F)F 3-((4-ethylphenyl)sulfonyl)-4-(4-phenylpiperazin-1-yl)-6-(trifluoromethoxy)quinoline